1-(4-(6-chloro-7-(2-fluoro-6-hydroxyphenyl)-2-(((S)-1-methylpyrrolidin-2-yl)methoxy)pyrido[2,3-d]pyrimidin-4-yl)piperazin-1-yl)prop-2-en-1-one ClC1=CC2=C(N=C(N=C2N2CCN(CC2)C(C=C)=O)OC[C@H]2N(CCC2)C)N=C1C1=C(C=CC=C1O)F